3-(3-chlorophenyl)-1H-indole-6-carboxylic acid ClC=1C=C(C=CC1)C1=CNC2=CC(=CC=C12)C(=O)O